C(C)N1N=C(C=C1C=1NC(=NN1)C1=C2C=NN(C2=CC(=C1)C(=O)N)CCCCN1CCOCC1)C 4-[5-(1-ethyl-3-methyl-1H-pyrazol-5-yl)-4H-1,2,4-triazol-3-yl]-1-[4-(morpholin-4-yl)butyl]-1H-indazole-6-carboxamide